ClC1=CC2=C(OC(O2)C(=O)OCC)C=C1CN1OCC(C1=O)(C)C ethyl 5-chloro-6-[(4,4-dimethyl-3-oxo-isoxazolidin-2-yl)methyl]-1,3-benzodioxole-2-carboxylate